COCC1=NC(=NO1)C=1C=C2CC[C@H](C2=CC1)NC(=O)C=1N=NN(N1)C (R)-N-(5-(5-(methoxymethyl)-1,2,4-oxadiazol-3-yl)-2,3-dihydro-1H-inden-1-yl)-2-methyl-2H-tetrazole-5-carboxamide